C(C)C1(COC1)COCC1OC1 3-Ethyl-3-[(2-oxiranylmethoxy)methyl]oxetane